tert-butyl (3R,4S)-3-(5-bromo-2-ethyl-3-fluorobenzamido)-4-fluoropyrrolidine-1-carboxylate BrC=1C=C(C(=C(C(=O)N[C@@H]2CN(C[C@@H]2F)C(=O)OC(C)(C)C)C1)CC)F